(R)- or (S)-2-(4-(difluoromethoxy)-2,6-diisopropylphenyl)-N-(2-(2-hydroxypropan-2-yl)thiazol-5-ylsulfonimidoyl)acetamide FC(OC1=CC(=C(C(=C1)C(C)C)CC(=O)N[S@](=O)(=N)C1=CN=C(S1)C(C)(C)O)C(C)C)F |o1:16|